ClC1=CC2=C(N(C(N=C2N2[C@H](CN(CC2)C(C=C)=O)C)=O)C2=C(C=CC=C2)C(C)C)N=C1C1=C(C=CC=C1O)F 6-chloro-7-(2-fluoro-6-hydroxyphenyl)-4-((2S)-2-methyl-4-(2-propenoyl)-1-piperazinyl)-1-(2-(2-propan-yl)phenyl)pyrido[2,3-d]pyrimidin-2(1H)-one